ClC1=CC(=C(C=N1)C=1C=NC(=CC1)CN1CCC(CC1)NC(OC(C)(C)C)=O)N1C[C@H](CCC1)O tert-butyl (S)-(1-((6'-chloro-4'-(3-hydroxypiperidin-1-yl)-[3,3'-bipyridin]-6-yl)methyl)piperidin-4-yl)carbamate